1-(5-bromo-7-chloro-6-fluoro-benzotriazol-1-yl)-2-methyl-propan-2-ol BrC1=CC2=C(N(N=N2)CC(C)(O)C)C(=C1F)Cl